(17S,20S)-18-[1-(2-chloro-4-fluoro-phenyl)pyrazole-4-carbonyl]-12-methyl-21-oxa-9,12,15,18,28-pentazapentacyclo[20.3.1.16,9.117,20.02,7]octacosa-1(26),2,4,6(28),7,22,24-heptaen-16-one ClC1=C(C=CC(=C1)F)N1N=CC(=C1)C(=O)N1[C@@H]2C(NCCN(CCN3C=C4C(C=CC=C4C=4C=CC=C(O[C@H](C1)C2)C4)=N3)C)=O